4-chloro-N-[(3S,6R)-6-{5-[2-(trifluoro-methoxy)ethoxy]-1,3,4-oxadiazol-2-yl}piperidin-3-yl]benzamide ClC1=CC=C(C(=O)N[C@@H]2CN[C@H](CC2)C=2OC(=NN2)OCCOC(F)(F)F)C=C1